ClC1=C(C=NC(=C1F)Cl)C(C1[C@H]2CN(C[C@@H]12)C(=O)OC(C)(C)C)O tert-butyl (1R,5S,6r)-6-((4,6-dichloro-5-fluoropyridin-3-yl)(hydroxy)methyl)-3-azabicyclo[3.1.0]hexane-3-carboxylate